Fmoc-sarcosyl-sarcosine C(=O)(OCC1C2=CC=CC=C2C2=CC=CC=C12)N(C)CC(=O)N(C)CC(=O)O